NCC=1C=C(N\C(\C2=CC=CC=C2)=C\2/C(NC3=CC(=CC=C23)C(N)=O)=O)C=CC1 3-Z-[1-(3-(aminomethyl)-anilino)-1-phenyl-methylene]-6-carbamoyl-2-indolinone